N-cyclopropyl-5-(piperazin-1-yl)pyridine-2-carboxamide propenyl-methacrylate C(=CC)OC(C(=C)C)=O.C1(CC1)NC(=O)C1=NC=C(C=C1)N1CCNCC1